NC1=C(C=C(C(=O)N[C@H](C(=O)N[C@H](C(=O)NN(CC(=O)OCC)C(COC2=C(C(=C(C(=C2F)F)F)F)F)=O)C2=CC=CC=C2)C(C)(C)C)C=C1)Cl Ethyl N-((S)-2-((S)-2-(4-amino-3-chlorobenzamido)-3,3-dimethylbutanamido)-2-phenylacetamido)-N-(2-(perfluorophenoxy)acetyl)glycinate